Isodecyl Oleate (2,4-dimethyloctan-2-yl oleate) CC(C)(CC(CCCC)C)C(C(=O)O)CCCCCC\C=C/CCCCCCCC.C(CCCCCCC\C=C/CCCCCCCC)(=O)OCCCCCCCC(C)C